3-ethyl-16-fluoro-10-methyl-20-oxa-3,4,10,11,23-pentaazapentacyclo[19.3.1.02,6.08,12.013,18]pentacosa-1(24),2(6),4,8,11,13,15,17,21(25),22-decaen-22-amine C(C)N1C=2C3=CN=C(C(OCC4=CC(=CC=C4C4=NN(C=C4CC2C=N1)C)F)=C3)N